Cl.NC1=CC(=NC=C1)NC(=O)C1CC1 N-(4-aminopyridin-2-yl)cyclopropanecarboxamide hydrochloride